CNC(C1=CC=C(C=C1)SC1=NOC(=N1)C(F)(F)F)=O N-methyl-4-[5-(trifluoromethyl)-1,2,4-oxadiazol-3-yl]thio-benzamide